(E)-2,4,6-triiodobenzene IC1=CC(=CC(=C1)I)I